ClC1=C(C=CC=C1)[C@H]1CC[C@H](N1C(C1=CC(=CC(=C1)OC)OCC=1C(=NOC1C)C)=O)C(=O)O (2S,5R)-5-(2-chlorophenyl)-1-(3-((3,5-dimethylisoxazol-4-yl)methoxy)-5-methoxybenzoyl)pyrrolidine-2-carboxylic acid